tert-butyl (4-((4-(bis(3,4-dimethoxybenzyl)amino)-2-(((S)-pent-2-yl)oxy)imidazo[2,1-f][1,2,4]triazin-7-yl)(hydroxy)methyl)cyclohexyl)(methyl)carbamate COC=1C=C(CN(C2=NC(=NN3C2=NC=C3C(C3CCC(CC3)N(C(OC(C)(C)C)=O)C)O)O[C@@H](C)CCC)CC3=CC(=C(C=C3)OC)OC)C=CC1OC